ClCC(=O)NC1=CC(=C(C=C1)C)S(NC1C(NC(CC1)=O)=O)(=O)=O 2-chloro-N-(3-(N-(2,6-dioxopiperidin-3-yl)sulfamoyl)-4-methylphenyl)acetamide